4-[[4-(2-methylpropylamino)phenyl]methyl]-1,5-dihydro-2,4-benzodiazepine-3-one CC(CNC1=CC=C(C=C1)CN1CC2=C(CNC1=O)C=CC=C2)C